3-oxo-7,10,13,16-tetraoxa-4-aza-nonadecanoic acid O=C(CC(=O)O)NCCOCCOCCOCCOCCC